6-(3,4-difluoro-phenyl)-pyrimidine-4-carboxylic acid pyrimidin-5-ylamide N1=CN=CC(=C1)NC(=O)C1=NC=NC(=C1)C1=CC(=C(C=C1)F)F